C(C)O\C(=C/C(=O)OCC)\C ethyl (2Z)-3-ethoxybut-2-enoate